(2S,4R)-1-(tert-Butoxycarbonyl)4-fluoro-4-(methoxymethyl)pyrrolidine-2-carboxylic acid C(C)(C)(C)OC(=O)N1[C@@H](C[C@@](C1)(COC)F)C(=O)O